N(=NC=C(C)C)C=C(C)C azoisobutene